3-Fluoro-5-methoxybenzoyl chloride FC=1C=C(C(=O)Cl)C=C(C1)OC